tert-butyl N-[6-[(2S)-2-allylpyrrolidin-1-yl]-2-[5-(1-hydroxy-1-tetrahydropyran-4-yl-pent-4-enyl)-1,3,4-oxadiazol-2-yl]-5-(trifluoromethyl)-3-pyridyl]carbamate C(C=C)[C@H]1N(CCC1)C1=C(C=C(C(=N1)C=1OC(=NN1)C(CCC=C)(C1CCOCC1)O)NC(OC(C)(C)C)=O)C(F)(F)F